C(C)C(C(=O)N)CC(F)F 2-ethyl-4,4-difluorobutanoic acid amide